BrC1=CC=C(C(=C1C#N)OC)OC 6-bromo-2,3-dimethoxybenzonitrile